(R)-4-(((R)-2-fluoro-3-hydroxy-3-methylbutyl)amino)-2-(4-(oxazol-2-yl)phenyl)-6,7-dihydrothieno[3,2-d]pyrimidine 5-oxide F[C@H](CNC=1C2=C(N=C(N1)C1=CC=C(C=C1)C=1OC=CN1)CC[S@]2=O)C(C)(C)O